1-(1-acryloylazetidin-3-yl)-5-(3-amino-5-methyl-1H-indazol-4-yl)-1H-indole-3-carbonitrile C(C=C)(=O)N1CC(C1)N1C=C(C2=CC(=CC=C12)C1=C2C(=NNC2=CC=C1C)N)C#N